C(C)(=O)OC(C(=O)NC1CC1)[C@H](CC=1C(NC=CC1)=O)NC([C@H](CCCC)NC(=O)OC(C(F)(F)C1=CC(=CC=C1)Cl)C1=CC=CC=C1)=O (3S)-3-((2S)-2-(((2-(3-chlorophenyl)-2,2-difluoro-1-phenylethoxy) carbonyl) amino) hexanamido)-1-(cyclopropylamino)-1-oxo-4-(2-oxo-1,2-dihydropyridin-3-yl)butan-2-yl acetate